NC1=C(SC2=NC(=C(C=C21)F)C)C(=O)NC2CC=1C=C(C(=NC1CC2)N2CC(C(C2)OCC(C)OC)N)F 3-amino-N-{2-[3-amino-4-(2-methoxypropoxy)pyrrolidin-1-yl]-3-fluoro-5,6,7,8-tetrahydroquinolin-6-yl}-5-fluoro-6-methylthieno[2,3-b]pyridine-2-carboxamide